C/C(=C\\C(=O)SCCNC(=O)CCNC(=O)[C@@H](C(C)(C)COP(=O)(O)OP(=O)(O)OC[C@@H]1[C@H]([C@H]([C@@H](O1)N2C=NC3=C(N=CN=C32)N)O)OP(=O)(O)O)O)/C(=O)O The molecule is an omega-carboxyacyl-CoA that results from the formal condensation of the thiol group of coenzyme A with the least hindered carboxy group of mesaconic acid. It derives from a mesaconic acid. It is a conjugate acid of a 3-methylfumaryl-CoA(5-).